C(C)C(CO)CCC(O)CC 2,5-diethyl-1,5-pentanediol